(3-(4-bromo-1H-indol-1-yl)cyclobutyl)methanol BrC1=C2C=CN(C2=CC=C1)C1CC(C1)CO